BrC1=C(C(=CC(=C1)C(C(F)(F)F)C(F)(F)F)OC(F)F)NC(C1=C(C(=CC=C1)[N+](=O)[O-])F)=O N-(2-bromo-6-(difluoromethoxy)-4-(1,1,1,3,3,3-hexafluoropropan-2-yl)phenyl)-2-fluoro-3-nitrobenzamide